C(C)(C)(C)N(C(O)=O)CCNC=1C=C2C(=NC=NC2=CC1)NC1=C(C(=CC=C1)Cl)F.CN1CCC(=CCC1)C=1C=C2CN(C(C2=CC1)=O)C1C(NC(CC1)=O)=O 3-(5-(1-methyl-2,3,6,7-tetrahydro-1H-azepin-4-yl)-1-oxoisoindolin-2-yl)piperidine-2,6-dione tert-butyl-(2-((4-((3-chloro-2-fluorophenyl)amino)quinazolin-6-yl)amino)ethyl)carbamate